N-(5-(1-(2,5-difluorophenyl)ethyl)-1H-pyrazolo[3,4-c]pyridin-3-yl)-4-(4-methylpiperazin-1-yl)-2-((tetrahydro-2H-pyran-4-yl)amino)benzamide Tert-butyl-4-ethynyl-2-methylbenzylcarbamate C(C)(C)(C)N(C(O)=O)CC1=C(C=C(C=C1)C#C)C.FC1=C(C=C(C=C1)F)C(C)C=1C=C2C(=CN1)NN=C2NC(C2=C(C=C(C=C2)N2CCN(CC2)C)NC2CCOCC2)=O